N1(CCCCCC1)C1=NC(=NC2=C(C(=C(C=C12)Cl)Br)F)OC[C@]12CCCN2C[C@@H](C1)F 4-(azepan-1-yl)-7-bromo-6-chloro-8-fluoro-2-(((2R,7aS)-2-fluorotetrahydro-1H-pyrrolizin-7a(5H)-yl)methoxy)quinazoline